FCC1(CC2(OCCO2)CCC1)CN1C=NC2=C1C=C(C=C2)C#N ((7-(fluoromethyl)-1,4-dioxaspiro[4.5]dec-7-yl)methyl)-1H-benzo[d]imidazole-6-carbonitrile